COC1=C(C=CC=C1)C=1N=C2N(N=CC=C2C(=O)N)C1 2-(2-methoxyphenyl)imidazo[1,2-b]pyridazine-8-carboxamide